CC[C@H](C1=CC=CC=C1)N (R)-(+)-1-amino-1-phenylpropane